2-(6-(2,6-dimethylmorpholino)pyridin-3-yl)spiro[3.3]heptane-2,6-diamine CC1OC(CN(C1)C1=CC=C(C=N1)C1(CC2(C1)CC(C2)N)N)C